4-[8-amino-1-(2-ethoxy-4-{[4-(trifluoromethyl)pyridin-2-yl]carbamoyl}phenyl)imidazo[1,5-a]pyrazin-3-yl]-2,2,5,5-tetrafluorobicyclo[2.2.2]octane-1-carboxylic acid NC=1C=2N(C=CN1)C(=NC2C2=C(C=C(C=C2)C(NC2=NC=CC(=C2)C(F)(F)F)=O)OCC)C21CC(C(CC2(F)F)(CC1)C(=O)O)(F)F